3-(4-Fluorophenyl)-1-methyl-2,4-dioxo-1,2,3,4-tetrahydropyrimidine-5-carboxylic acid FC1=CC=C(C=C1)N1C(N(C=C(C1=O)C(=O)O)C)=O